ClC=1N=CC2=C(C=CC(=C2C1)[C@@H](CC)N[S@](=O)C(C)(C)C)Cl (R)-N-((R)-1-(3,8-dichloroisoquinolin-5-yl)propyl)-2-methylpropane-2-sulfinamide